8-(4-chloro-2-fluoro-phenyl)-5-(4-fluorobenzyl)-2-hydroxy-5,8-diazaspiro-[3.5]nonane-6,9-dione ClC1=CC(=C(C=C1)N1CC(N(C2(CC(C2)O)C1=O)CC1=CC=C(C=C1)F)=O)F